BrC1=NC=C(C=C1SCCC=C)Cl 2-bromo-3-(but-3-en-1-ylthio)-5-chloropyridine